C(C1=CN=CC=C1)(=O)OC1=C(C(=CC(=C1)Br)C=NC(C(=O)OC)C(C)C)O 5-bromo-2-hydroxy-3-((1-methoxy-3-methyl-1-oxobutan-2-ylimino)methyl)phenyl nicotinate